trans-Propyl 4-((4-(1-cyclopropyl-1H-pyrazol-4-yl)pyridin-2-yl)((trans-4-(5-methoxy-6-methylpyridin-2-yl)cyclohexyl)methyl)carbamoyl)cyclohexanecarboxylate C1(CC1)N1N=CC(=C1)C1=CC(=NC=C1)N(C(=O)[C@@H]1CC[C@H](CC1)C(=O)OCCC)C[C@@H]1CC[C@H](CC1)C1=NC(=C(C=C1)OC)C